C(=O)O.N1CC(C1)N1C[C@@H]2[C@H](C=3C=C(C=C(C13)C1=C3C(=NC=C1)C=C(S3)CN3C(CCC3=O)=O)Cl)C2 1-((7-((1aS,7bR)-3-(azetidin-3-yl)-6-chloro-1a,2,3,7b-tetrahydro-1H-cyclopropa[c]quinolin-4-yl)thieno[3,2-b]pyridin-2-yl)methyl)pyrrolidine-2,5-dione, formic acid salt